OC(CCOC[C@@]12CCC[C@H]1C1=CC=C3CCCC[C@]3(C)[C@H]1CC2)(C)C 3-hydroxy-3-methylbutoxy-androst-5,7-diene